normal hexylammonium chloride [Cl-].C(CCCCC)[NH3+]